3-(4-aminophenyl)-1,2,4-oxadiazol-5(4H)-one HCl Cl.NC1=CC=C(C=C1)C1=NOC(N1)=O